C(C)(=O)C1N(C(SC1)(C(=O)O)CC(=O)O)CC acetyl-ethyl-carboxymethyl-thiazolidinyl-formic acid